N-hydroxy-1,1-dimethyl-2-(2-(trifluoromethyl)pyrimidin-5-yl)isoindoline-4-carboxamide ONC(=O)C=1C=2CN(C(C2C=CC1)(C)C)C=1C=NC(=NC1)C(F)(F)F